4-(hydroxymethyl)piperidin-3-olal OCC1C(CN(CC1)C=O)O